3,3'-[3,3'-dimethoxy-(1,1'-biphenyl)-4,4'-diyl]-bis(2,5-diphenyl-2H-tetrazolium) COC=1C=C(C=CC1N1N([NH2+]C(=N1)C1=CC=CC=C1)C1=CC=CC=C1)C1=CC(=C(C=C1)N1N([NH2+]C(=N1)C1=CC=CC=C1)C1=CC=CC=C1)OC